(1R,3S,5R)-2-(2-(3-acetyl-5-(pyridin-4-yl)-1H-indazol-1-yl)acetyl)-N-(6-bromo-3-methylpyridin-2-yl)-5-methyl-2-azabicyclo[3.1.0]hexane-3-carboxamide C(C)(=O)C1=NN(C2=CC=C(C=C12)C1=CC=NC=C1)CC(=O)N1[C@@H]2C[C@@]2(C[C@H]1C(=O)NC1=NC(=CC=C1C)Br)C